ClC1=CC=C(C=C1)C1=CC(=NC(=N1)C=1C=NC=CC1)N1CC(OC(C1)C)C (6-(4-chlorophenyl)-2-(pyridin-3-yl)pyrimidin-4-yl)-2,6-dimethylmorpholine